Cl.O(N)CC(=O)O.O(N)CC(=O)O aminoxyacetic acid hemihydrochloride